NC1=CC(=C(C=C1)C1C(C1)CCNC(OC(C)(C)C)=O)CS(=O)(=O)C tert-butyl (2-(2-(4-amino-2-((methylsulfonyl)methyl)phenyl)cyclopropyl)ethyl)carbamate